3-(5-fluoropyridin-3-yl)propanal FC=1C=C(C=NC1)CCC=O